6-(3-chloro-phenyl)-pyrimidine-4-carboxylic acid thiazol-2-ylamide S1C(=NC=C1)NC(=O)C1=NC=NC(=C1)C1=CC(=CC=C1)Cl